N1N=CC(=C1)NC(=O)[C@@H]1CN(CCC1)C1=NC(=NC=C1)C1=CN=C2N1C=C(C(=C2)F)Cl (S)-1-[2-(6-Chloro-7-fluoro-imidazo[1,2-a]pyridine-3-yl)-pyrimidin-4-yl]-piperidine-3-carboxylic acid (1H-pyrazol-4-yl)-amide